FC1=CC=C(C=C1)NC(=O)N[C@@H]1C(N[C@H]([C@H]1C1=CC=C(C=C1)OC)C)=O |o1:11,14,15| (-)-1-(4-fluoro-phenyl)-3-[(3S*,4R*,5S*)-4-(4-methoxy-phenyl)-5-methyl-2-oxopyrrolidin-3-yl]urea